ClC1=C(C(=O)OCC2=CC=CC=C2)C=C(C(=C1)F)N benzyl 2-chloro-4-fluoro-5-aminobenzoate